4-(1-((thiazol-2-ylmethyl)amino)ethyl)isoquinolin S1C(=NC=C1)CNC(C)C1=CN=CC2=CC=CC=C12